5-chloro-2-(4-chlorophenyl)pentan-1-amine ClCCCC(CN)C1=CC=C(C=C1)Cl